C(C)(C)(C)N(C(O)=O)C(C(=O)NCC1=CC=C(C=C1)F)CCSC.CN1C=NC(=C1)C=1C=C(C(=O)NS(N)(=O)=O)C=CC1NC1=CC=C(C=C1)C(F)(F)F 3-(1-methylimidazol-4-yl)-N-sulfamoyl-4-[4-(trifluoromethyl)anilino]benzamide tert-Butyl-(1-((4-fluorobenzyl)amino)-4-(methylthio)-1-oxobutan-2-yl)carbamate